5-(4-((3,3-dimethyl-2-oxo-2,3-dihydro-1H-pyrrolo[1,2,3-de]quinoxalin-8-yl)methyl)piperazin-1-yl)-6-fluoro-N-methylpyridineamide CC1(C(NC=2C=C(C=C3C2N1C=C3)CN3CCN(CC3)C=3C=CC(=NC3F)C(=O)NC)=O)C